tert-butyl 5-{[2-chloro-6-(trifluoromethyl)pyridine-3-carbonyl]amino}-4-cyclopropyl-1H-pyrazole-1-carboxylate ClC1=NC(=CC=C1C(=O)NC1=C(C=NN1C(=O)OC(C)(C)C)C1CC1)C(F)(F)F